6-(4-hydroxytetrahydropyran-3-yl)-3-(4-methoxybenzyl)-2-methyl-6,7-dihydropyrrolo[3,4-b]pyridin-5-one OC1C(COCC1)N1CC2=NC(=C(C=C2C1=O)CC1=CC=C(C=C1)OC)C